FC(OC1=CC=C(C=C1)S(=O)(=O)C1OC2(CC1N1CCCCC1)CCNCC2)F ((4-(difluoromethoxy)phenyl)sulfonyl)-3-(piperidin-1-yl)-1-oxa-8-azaspiro[4.5]decane